C(C)NC(=O)C1=CN=C2N1N=C(C=C2)N2[C@H](C[C@@H](C2)F)C2=CC(=CC(=C2)F)SC N-ethyl-6-[(2R,4S)-4-fluoro-2-[5-fluoro-3-(methylsulfanyl)phenyl]pyrrolidin-1-yl]imidazo[1,2-b]pyridazine-3-carboxamide